BrC=1N=C2N(C=CC(=C2)OC)C1 bromo-7-methoxyimidazo[1,2-a]pyridine